OC1C(CCC1)C#CC=1C2=C(C(N(C1)C)=O)NC(=C2C(=O)OCC)C ethyl 4-[2-(2-hydroxycyclopentyl)ethynyl]-2,6-dimethyl-7-oxo-1H-pyrrolo[2,3-c]pyridine-3-carboxylate